C1(C(CC2=CC=CC=C12)=O)=O indane-1,2-dione